trimethylolpropane tripalmitate C(CCCCCCCCCCCCCCC)(=O)O.C(CCCCCCCCCCCCCCC)(=O)O.C(CCCCCCCCCCCCCCC)(=O)O.C(O)C(CC)(CO)CO